C1(CC1)C=1C(=NC=CC1)OCC(C(=O)N[C@H]1C[C@H](N(CC1)C(=O)OC(C)(C)C)C)(C)C tert-butyl (2R,4R)-4-(3-((3-cyclopropylpyridin-2-yl)oxy)-2,2-dimethylpropanamido)-2-methylpiperidine-1-carboxylate